C(C)(C)(C)C=1N(C=CN1)CC1=CC=C(C=C1)C1=C(SC(=C1C)CC(C)C)S(=O)(=O)NC(OC)=O Methyl ((3-(4-((2-(tert-butyl)-1H-imidazol-1-yl)methyl)phenyl)-5-isobutyl-4-methylthiophen-2-yl)sulfonyl)carbamate